1-(4-chlorobenzyl)-3-(6-((4-methyl-2-phenylpiperazin-1-yl)methyl)spiro[3.3]hept-2-yl)urea ClC1=CC=C(CNC(=O)NC2CC3(C2)CC(C3)CN3C(CN(CC3)C)C3=CC=CC=C3)C=C1